1-methyl-3-[tri-(trimethylsiloxy)]silylimidazole tert-butyl-[(1R)-1-{3-[(2R or S)-2-cyclopropyl-1,1-difluoro-2-hydroxypropyl]-2-fluorophenyl}ethyl]carbamate C(C)(C)(C)N(C(O)=O)[C@H](C)C1=C(C(=CC=C1)C([C@](C)(O)C1CC1)(F)F)F.CN1CN(C=C1)[Si](O[Si](C)(C)C)(O[Si](C)(C)C)O[Si](C)(C)C |o1:17|